C(C)(C)(C)OC(=O)N(C1=NN(C(=C1)C1=C(C(=CC=C1O[C@H]1C[C@H](CC1)NC(=O)OC(C)(C)C)F)F)C(=O)OC(C)(C)C)C1=NC=C(N=C1)C#N tert-butyl 3-((tert-butoxycarbonyl) (5-cyanopyrazin-2-yl) amino)-5-(6-(((1r,3s)-3-((tert-butoxycarbonyl) amino) cyclopentyl) oxy)-2,3-difluorophenyl)-1H-pyrazole-1-carboxylate